C1NCC12CCN(CC2)C2=NC=C(C=N2)N2CCC(CC2)N2N=C(C=1C2=NC=NC1N)C1=CC=C(C=C1)OC1=CC=CC=C1 1-[1-[2-(2,7-diazaspiro[3.5]nonan-7-yl)pyrimidin-5-yl]-4-piperidyl]-3-(4-phenoxyphenyl)pyrazolo[3,4-d]pyrimidin-4-amine